6-((1r,4SR)-4-methoxycyclohexyl)-quinoline-4-carboxylic acid COC1CCC(CC1)C=1C=C2C(=CC=NC2=CC1)C(=O)O